dibutyl phosphate potassium salt [K+].P(=O)(OCCCC)(OCCCC)[O-]